C(C)(C)(C)OC(=O)N1CCC(CC1)N1N=CC(=C1)OC1=CC(=C(C=C1)OC(F)F)C1=NN(C=C1NC(=O)C=1C=NN2C1N=CC=C2)C tert-butyl-4-[4-[4-(difluoromethoxy)-3-[1-methyl-4-(pyrazolo[1,5-a]pyrimidine-3-carbonylamino)pyrazol-3-yl]phenoxy]pyrazol-1-yl]piperidine-1-carboxylate